4-((cis-3-cyanocyclobutyl)amino)-2-(methylthio)pyrimidine-5-carboxylic acid ethyl ester C(C)OC(=O)C=1C(=NC(=NC1)SC)N[C@@H]1C[C@@H](C1)C#N